[Li+].NC1=NN2C(C=C(C=C2)C=2C(=NC=C(C(=O)[O-])C2)Cl)=N1 5-(2-amino-[1,2,4]triazolo[1,5-a]pyridin-7-yl)-6-chloronicotinic acid, lithium salt